NC=1C=2N(C3=CC(=CC=C3N1)C(=O)N([C@@H]1COC3=C1C=CC(=C3)C(F)(F)F)C)C=NC2[2H] (S)-4-amino-N-methyl-N-(6-(trifluoromethyl)-2,3-dihydrobenzofuran-3-yl)imidazo[1,5-a]quinoxaline-8-carboxamide-3-d